C(C1=CC=CC=C1)N1[C@H](CC(C[C@H]1C)=O)C (Cis)-1-benzyl-2,6-dimethylpiperidin-4-one